N,N-dimethyl-1H-1,2,4-triazole-1-ethylamine CN(CCN1N=CN=C1)C